C(C)(C)(C)S(=O)(=O)N1C2(CC(C2)F)CC(C1)N1CCCC2=CC(=CC(=C12)C1=C2C(=NC=C1)C=C(S2)CO)Cl (7-(1-(5-(tert-butylsulfonyl)-2-fluoro-5-azaspiro[3.4]octan-7-yl)-6-chloro-1,2,3,4-tetrahydroquinolin-8-yl)thieno[3,2-b]pyridin-2-yl)methanol